N1=C(C=CC=C1)C(=O)NC1=CC=C(C=C1)B(O)O 4-(pyrid-2-yl)formylaminophenylboronic acid